[4-(1-methylindol-3-yl)pyrimidin-2-yl]benzene CN1C=C(C2=CC=CC=C12)C1=NC(=NC=C1)C1=CC=CC=C1